CC1=C(/C=C/C(C)=C\C=C\C(C)=C\C=O)C(C)(C)CCC1 9-Cis-retinal